5-amino-8-(2,6-dimethyl-1-oxo-pyridin-1-ium-4-yl)-2-[(5-methyloxazol-4-yl)methyl]-7-phenyl-[1,2,4]triazolo[4,3-c]pyrimidin-3-one NC1=NC(=C(C=2N1C(N(N2)CC=2N=COC2C)=O)C2=CC([N+](C(=C2)C)=O)C)C2=CC=CC=C2